C1(CC1)CCN(C1=C2CN(C(C2=CC=C1)=O)N1C(CCCC1=O)=O)C1CCC(CC1)N1CC(CC1)(F)F 4-[(2-cyclopropylethyl)[(1r,4r)-4-(3,3-difluoropyrrolidin-1-yl)cyclohexyl]amino]-1-oxo-3H-isoindol-2-ylpiperidine-2,6-dione